tert-butyl 5-{[4-(1-methanesulfonylcyclopropyl)-6-[(3R)-3-methylmorpholin-4-yl] pyrimidin-2-yl] amino}-3-methyl-1H-pyrazole-1-carboxylate CS(=O)(=O)C1(CC1)C1=NC(=NC(=C1)N1[C@@H](COCC1)C)NC1=CC(=NN1C(=O)OC(C)(C)C)C